2-Amino-6-cyano-7-oxo-6-phenyl-4,5,6,7-tetrahydrobenzo[b]thiophene-3-carboxamide NC1=C(C2=C(S1)C(C(CC2)(C2=CC=CC=C2)C#N)=O)C(=O)N